2-((2-(bis(3-chloro-4-fluorophenyl)methyl)-1H-imidazol-5-yl)sulfonyl)-2,6-diazaspiro[3.3]heptane ClC=1C=C(C=CC1F)C(C=1NC(=CN1)S(=O)(=O)N1CC2(C1)CNC2)C2=CC(=C(C=C2)F)Cl